5-[2-(2-methylpropionylamino)-6-oxo-6,9-dihydro-1H-purin-9-yl]Oxopentane CC(C(=O)NC=1NC(C=2N=CN(C2N1)CCCCC=O)=O)C